COC1=CC=C(C=N1)CN1C2CN(CC1C2)C=2N=CC(=NC2)C=2C=1N(C=C(C2)C=2C=NN(C2)C)N=CC1C#N 4-(5-(6-((6-methoxypyridin-3-yl)methyl)-3,6-diazabicyclo[3.1.1]heptan-3-yl)pyrazin-2-yl)-6-(1-methyl-1H-pyrazol-4-yl)pyrazolo[1,5-a]pyridine-3-carbonitrile